N2-tert-butyl-6-chloro-N4-ethylidene-1,3,5-triazine-2,4-diamine C(C)(C)(C)NC1=NC(=NC(=N1)N=CC)Cl